trans-cinnamoyl-7-methyl-4-oxo-octanoyl-L-prolyl-L-proline C(\C=C\C1=CC=CC=C1)(=O)[C@@]1(N(CCC1)C(CCC(CCC(C)C)=O)=O)C(=O)N1[C@@H](CCC1)C(=O)O